NC1=CC=C(C(=C1C(=O)N(C)C)F)C=1C(=C2C(=NC1)NCC21CC(CC1)=CC#N)Cl 6-Amino-3-(4'-chloro-3-(cyanomethylene)-1',2'-dihydrospiro[cyclopentane-1,3'-pyrrolo[2,3-b]pyridin]-5'-yl)-2-fluoro-N,N-dimethylbenzamide